C(C)(=O)OC1(CN(C1)C(=O)C1=C(C(=C(C=C1)F)F)NC1=C(C=C(C=C1)I)F)C1N(CCC1)C 1-({3,4-difluoro-2-[(2-fluoro-4-iodophenyl)amino]Phenyl}carbonyl)-3-(1-methylpyrrolidin-2-yl)azetidin-3-ol acetate